iodonium tris(trifluoromethanesulfonyl)methanide FC(S(=O)(=O)[C-](S(=O)(=O)C(F)(F)F)S(=O)(=O)C(F)(F)F)(F)F.[IH2+]